NC1=C(C=C(C=C1)C1=CC=C(C=C1)F)NC(C1=CC=C(C=C1)S(=O)(=O)C=1C=NC=CC1OC)=O N-[2-amino-5-(4-fluorophenyl)phenyl]-4-[(4-methoxy-3-pyridinyl)sulfonyl]benzamide